4-[1-(3,4-dimethylphenyl)ethyl]resorcinol CC=1C=C(C=CC1C)C(C)C1=C(C=C(O)C=C1)O